[Br-].C(C1=CC=CC=C1)[N+]1(CCCC1)C1C(N(CCC1)C1=C(C=CC=C1C)C)=O 1-benzyl-1-(1-(2,6-dimethylphenyl)-2-oxopiperidin-3-yl)pyrrolidin-1-ium bromide